2-(2-methylbenzyl)-7-bromo-1-tetralone CC1=C(CC2C(C3=CC(=CC=C3CC2)Br)=O)C=CC=C1